C(C)O[Si](CCCNCCNCCN)(OCC)OCC N1-(3-triethoxysilylpropyl)diethylenetriamine